(S)-7-((3-methylpiperidin-1-yl)methyl)-1-((2-(trimethylsilyl)ethoxy)methyl)-1H-pyrrolo[3,2-b]pyridine-5-carboxylic acid C[C@@H]1CN(CCC1)CC1=C2C(=NC(=C1)C(=O)O)C=CN2COCC[Si](C)(C)C